indolpropanate N1C(=CC2=CC=CC=C12)CCC(=O)[O-]